aluminum tris(sec-hexylethylphosphinate) C(C)(CCCC)P([O-])(=O)CC.C(C)(CCCC)P([O-])(=O)CC.C(C)(CCCC)P([O-])(=O)CC.[Al+3]